BrC1=NNC(C2=CC=C(C=C12)C1(CC1)F)=O 4-bromo-6-(1-fluorocyclopropyl)-1-oxophthalazin